(S)-1-(2-fluorophenyl)-3-(2-oxo-5-phenyl-2,3-dihydro-1H-benzo[e][1,4]diazepin-3-yl)urea FC1=C(C=CC=C1)NC(=O)N[C@H]1N=C(C2=C(NC1=O)C=CC=C2)C2=CC=CC=C2